C(C)OC1=NC=CC=C1C1=CC(=C2C(=N1)C(=NN2C(CC)C)C)NCC2=NNC(=C2)C 5-(2-ethoxy-3-pyridinyl)-3-methyl-1-[1-methylpropyl]-N-[(5-methyl-1H-pyrazol-3-yl)methyl]pyrazolo[4,3-b]pyridin-7-amine